methyl 6-vinyl-1H-indole-2-carboxylate C(=C)C1=CC=C2C=C(NC2=C1)C(=O)OC